COC=1C=CC2=C(S(C(=C2OC2=CC=C(C=O)C=C2)C2=C(C=CC=C2)C)=O)C1 4-((6-methoxy-1-oxido-2-(o-tolyl)benzo[b]thiophen-3-yl)oxy)benzaldehyde